tert-butyl (4-(5-((1S,5R)-3-(8-cyanoquinolin-5-yl)-5-(trifluoromethyl)-3-azabicyclo[3.1.0]hex-1-yl)-1,3,4-oxadiazol-2-yl)bicyclo[2.2.2]octan-1-yl)carbamate C(#N)C=1C=CC(=C2C=CC=NC12)N1C[C@@]2(C[C@@]2(C1)C(F)(F)F)C1=NN=C(O1)C12CCC(CC1)(CC2)NC(OC(C)(C)C)=O